N1N=C(N=C1)C=1C=C(C=CC1)C1=CN=C2C(=N1)N(C=N2)CC2CCCCC2 6-(3-(1H-1,2,4-Triazol-3-yl)phenyl)-1-(cyclohexylmethyl)-1H-imidazo[4,5-b]pyrazin